5-((3R)-2-Oxido-1,2-dithiolan-3-yl)pentanoic acid O=S1SCC[C@H]1CCCCC(=O)O